5-sulfamoylthiophene-2-carboxylic acid S(N)(=O)(=O)C1=CC=C(S1)C(=O)O